N-(1-(1-(2,4-bis(trifluoromethyl)phenyl)ethyl)-1H-pyrazol-4-yl)-1-(pyridin-2-yl)-1H-1,2,3-triazole-4-carboxamide FC(C1=C(C=CC(=C1)C(F)(F)F)C(C)N1N=CC(=C1)NC(=O)C=1N=NN(C1)C1=NC=CC=C1)(F)F